C(CCCCCCCC\C=C\CCCC=C)(=O)OCC ethyl (E)-hexadeca-10,15-dienoate